1,1,1,2,2,4,5,5,5-nonafluoro-4-(trifluoromethyl)-3-Pentanon FC(C(C(C(C(F)(F)F)(C(F)(F)F)F)=O)(F)F)(F)F